(5R)-N-((S)-1-amino-1-oxo-3-((S)-2-oxopyrrolidin-3-yl)propan-2-yl)-1-(3,3-dimethyl-2-(2,2,2-trifluoroacetamido)butanoyl)-3,3-dimethyl-1,3-azasilolidine-5-carboxamide NC([C@H](C[C@H]1C(NCC1)=O)NC(=O)[C@@H]1C[Si](CN1C(C(C(C)(C)C)NC(C(F)(F)F)=O)=O)(C)C)=O